COC1=CC=C(CSC2(CCN(CC2)C(=O)OC(C)(C)C)C(=O)OC)C=C1 1-(tert-butyl) 4-methyl 4-((4-methoxybenzyl)thio)piperidine-1,4-dicarboxylate